ClC1=CC=C(C=C1)CCN 2-(4-chlorophenyl)ethane-1-amine